(+/-)-3-benzyloxy-1,2-propanediol C1=CC=C(C=C1)COCC(CO)O